C(CCCCCCCCCCCC=CCCCCCC)(=O)OCCCCCCCCCCCCCCC(=O)O 15-(eicosa-13-enoyloxy)-pentadecanoic acid